CN1C(N(CC1)C1CC2CN(C1C2)C=2N=CC(=NC2)C(=O)N)=O 5-(6-(3-methyl-2-oxoimidazolin-1-yl)-2-azabicyclo[2.2.1]heptan-2-yl)pyrazine-2-carboxamide